methyl (S)-2-((4-(2-((4-cyano-2-fluorobenzyl)oxy)pyridin-3-yl)piperidin-1-yl)methyl)-1-(oxetan-2-ylmethyl)-1H-thieno[2,3-d]imidazole-5-carboxylate C(#N)C1=CC(=C(COC2=NC=CC=C2C2CCN(CC2)CC=2N(C3=C(N2)SC(=C3)C(=O)OC)C[C@H]3OCC3)C=C1)F